S1C=C(C=C1)C=1C=C(C=NC1)C1=CNC2=CC=CC=C12 3-[5-(3-Thienyl)-3-pyridinyl]-1H-indole